NC1=C2N=CN(C2=NC(=N1)F)[C@H]1C[C@@H]([C@@](O1)(C#C)CO[P@](=O)(OCC(=O)OCCCCCCCC)N[C@@H](CC1=CC=CC=C1)C(=O)OCCCCCCCC)O Octyl ((S)-(((2R,3S,5R)-5-(6-amino-2-fluoro-9H-purin-9-yl)-2-ethynyl-3-hydroxytetrahydrofuran-2-yl) methoxy)(2-(octyloxy)-2-oxoethoxy) phosphoryl)-L-phenylalaninate